2-amino-3-hydroxypropanal NC(C=O)CO